FC1=C(C=CC(=C1)N1N=CC(=C1)C(F)(F)F)CO [2-fluoro-4-[4-(trifluoromethyl)pyrazol-1-yl]phenyl]methanol